tert-butyl 4-(((4-(4-(3-oxa-8-azabicyclo[3.2.1]octan-8-yl)-7-((2-(trimethylsilyl)ethoxy)methyl)-7H-pyrrolo[2,3-d]pyrimidin-6-yl)phenyl)amino)methyl)-4-fluoropiperidine-1-carboxylate C12COCC(CC1)N2C=2C1=C(N=CN2)N(C(=C1)C1=CC=C(C=C1)NCC1(CCN(CC1)C(=O)OC(C)(C)C)F)COCC[Si](C)(C)C